CC1C(CCCC1=O)=O 2-Methyl-1,3-cyclohexanedione